Cl.FC=1C=CC(=NC1)CC(=O)N1CCN(CC1)C1=CC=C(C=N1)C=1C=2N(C=C(C1)C1=CC=C(C=C1)N1CCNCC1)N=CC2C#N 4-[6-[4-[2-(5-fluoro-2-pyridyl)acetyl]piperazin-1-yl]-3-pyridyl]-6-(4-piperazin-1-ylphenyl)pyrazolo[1,5-a]pyridine-3-carbonitrile hydrochloric acid salt